OC1=C(C=C(C=C1C(C)(C)C)CCC(=O)O)C(C)(C)C 3-(4-hydroxy-3,5-dit-butylphenyl)propionic acid